C(C)(C)(C)N(C(O)=O)CCC1=CC(=CC=C1)NC1=NC(=C(N=C1C(N)=O)CC)Cl.O=C1NC(CCC1N1C(C2=CC=C(C=C2C1=O)N([C@H]1[C@@H](CCCC1)NCC(=O)O)C)=O)=O ((1R,2R)-2-((2-(2,6-Dioxopiperidin-3-yl)-1,3-dioxoisoindolin-5-yl)(methyl)amino)cyclohexyl)glycin tert-butyl-(3-((3-carbamoyl-6-chloro-5-ethylpyrazin-2-yl)amino)phenethyl)carbamate